N-methylquinazoline-2-carboxamide CNC(=O)C1=NC2=CC=CC=C2C=N1